CC=1N=C(SC1C1=NC(=NC=C1)NC)NC(=O)NC1=CC(=CC=C1)[N+](=O)[O-] 1-(4-Methyl-5-(2-(methylamino)pyrimidin-4-yl)thiazol-2-yl)-3-(3-nitrophenyl)urea